C(CCCCCCCCCCC)[NH-] Laurylamide